ethyl (S)-3-(3-(4-hydroxy-1,6-dimethyl-2-oxo-1,2-dihydropyridin-3-yl)ureido)-3-(2',4,4'-trifluoro biphenyl-3-yl)propanoate OC1=C(C(N(C(=C1)C)C)=O)NC(N[C@@H](CC(=O)OCC)C=1C=C(C=CC1F)C1=C(C=C(C=C1)F)F)=O